C(CC)OCCC1S(CC)S1 2,3-epithiopropyloxymethyl-3-thiapentane